6-benzoyl-2-[3,5-bis-O-(oxan-2-yl)-β-D-arabinofuranosyl]-6,7,8,9-tetrahydro-2H-2,3,5,6-tetraazabenzo[cd]azulene C(C1=CC=CC=C1)(=O)N1C=2C3=C(N(C=C3CCC1)[C@H]1[C@@H](O)[C@H](OC3OCCCC3)[C@H](O1)COC1OCCCC1)N=CN2